N1=CC=C(C=C1)C1=NC(=NC(=N1)N)N pyridin-4-yl-1,3,5-triazine-2,4-diamine